N,2-dimethylbenzenesulfonamide CNS(=O)(=O)C1=C(C=CC=C1)C